O1CCN(CC1)CCN1C(CCC2=CC=C(C=C12)C1=CC2=CC=CC=C2C=C1)=O 1-(2-morpholinoethyl)-7-(naphthalen-2-yl)-3,4-dihydro-quinolin-2(1H)-one